(chlorosulfonyl)-4-cyclopropyl-3-fluorobenzoic acid methyl ester COC(C1=C(C(=C(C=C1)C1CC1)F)S(=O)(=O)Cl)=O